(E)-3-[4-[(E)-2-(4-Hydroxy-3-methoxyphenyl)ethenyl]phenyl]-1-(4-propan-2-yloxyphenyl)prop-2-en-1-one OC1=C(C=C(C=C1)/C=C/C1=CC=C(C=C1)/C=C/C(=O)C1=CC=C(C=C1)OC(C)C)OC